CN1N=C(C=C1C)NC1=NC=C(C(=N1)C1=CNC2=C(C=CC=C12)N1C(C2=CC(=CC(=C2C1)OC)OC)=O)C 2-(3-(2-((1,5-dimethyl-1H-pyrazol-3-yl)amino)-5-methylpyrimidin-4-yl)-1H-indol-7-yl)-4,6-dimethoxyisoindolin-1-one